NC1=NC=CC2=CC=C(C=C12)C=1C=C2C(CC3(CCN(CC3)C(=O)OC)C2=CC1)OC1=C(C=CC(=C1)F)CC(=O)OCC methyl 5-(1-aminoisoquinolin-7-yl)-3-(2-(2-ethoxy-2-oxoethyl)-5-fluorophenoxy)-2,3-dihydrospiro[indene-1,4'-piperidine]-1'-carboxylate